N-(3-chloro-4-fluorophenyl)-4-(5-(3-(2-cyanopropan-2-yl)-1-methyl-1H-pyrazol-5-yl)-5-hydroxyoctahydropentalen-2-yl)-1-methyl-1H-imidazole-5-carboxamide ClC=1C=C(C=CC1F)NC(=O)C1=C(N=CN1C)C1CC2CC(CC2C1)(O)C1=CC(=NN1C)C(C)(C)C#N